NN1C=NC(=C2N3C(N=C12)N(C(N3C3CC3)=O)CCN3CCN(CC3)C3=CC=C(C=C3)OCCOC)C=3OC=CC3 5-Amino-1-cyclopropyl-8-(2-furyl)-3-[2-[4-[4-(2-methoxyethoxy)phenyl]piperazin-1-yl]ethyl]-[1,2,4]triazolo[5,1-f]purin-2-one